5-(7-{2-[3-(aminomethyl)bicyclo[1.1.1]pentan-1-yl]ethoxy}-1-fluoro-3-hydroxynaphthalen-2-yl)-1λ6,2,5-thiadiazolidine-1,1,3-trione NCC12CC(C1)(C2)CCOC2=CC=C1C=C(C(=C(C1=C2)F)N2CC(NS2(=O)=O)=O)O